N-[3-chloro-4-[4-(4-hydroxypiperidine-4-carbonyl)piperazine-1-carbonyl]phenyl]-5-(2,3-difluoro-4-methoxy-phenyl)-1-methyl-imidazole-2-carboxamide formate C(=O)O.ClC=1C=C(C=CC1C(=O)N1CCN(CC1)C(=O)C1(CCNCC1)O)NC(=O)C=1N(C(=CN1)C1=C(C(=C(C=C1)OC)F)F)C